BrC1=NC=C(C=C1Cl)CBr 2-bromo-5-(bromomethyl)-3-chloropyridine